C(C)OC(C)C1=C(C=C(C=C1)C)N1/C(/SCC1=O)=N/C(=O)NC1=C(C=C(C=C1)C1=NN(C=N1)C1=CC=C(C=C1)OC(F)(F)F)C (Z)-1-(3-(2-(1-ethoxyethyl)-5-methylphenyl)-4-oxothiazolidin-2-ylidene)-3-(2-methyl-4-(1-(4-(trifluoromethoxy)phenyl)-1H-1,2,4-triazol-3-yl)phenyl)urea